(2S,4S)-3-methyl-2-((S)-2-phenyl-4,5-dihydrothiazol-4-yl)thiazolidine-4-carboxylic acid CN1[C@@H](SC[C@@H]1C(=O)O)[C@H]1N=C(SC1)C1=CC=CC=C1